dipentaerythritol hexyl-acrylate kalium sodium [Na].[K].C(CCCCC)C(C(=O)OCC(CO)(COCC(CO)(CO)CO)CO)=C